C(C1=CC=CC=C1)SC1=CC=C(OC[C@H](CC2=CC=CC=C2)NC(C2=CC=C(C=C2)F)=O)C=C1 (S)-N-(1-(4-(benzylthio)phenoxy)-3-phenylpropan-2-yl)4-fluorobenzamide